O1NCCCC1 dihydrodihydroOxazine